C(CCC)(O)O cis-butane-diol